OC1=CC=C(C=C1)C(C)(C)C1=CC=C(C=C1)O.[P] phosphorus bisphenol A